COC1=C(C(=CC=C1)OC)N1C(=NC=2C1=NC(=CN2)C2N(CCCC2)S(=O)(=O)N)C2=NC(=CC=C2)OCC (1-(2,6-Dimethoxyphenyl)-2-(6-ethoxypyridin-2-yl)-1H-imidazo[4,5-b]pyrazin-6-yl)piperidine-1-sulfonamide